Methyl 4-acetylamino-1-((1r,3r)-3-fluorocyclobutyl)-6-oxo-1,6-dihydropyridine-3-carboxylate C(C)(=O)NC=1C(=CN(C(C1)=O)C1CC(C1)F)C(=O)OC